(2S,4r)-1-[(2S)-3,3-dimethyl-2-[4-[6-(trifluoromethyl)-3-pyridinyl]triazol-1-yl]butanoyl]-4-hydroxy-N-methyl-pyrrolidine-2-carboxamide CC([C@@H](C(=O)N1[C@@H](C[C@H](C1)O)C(=O)NC)N1N=NC(=C1)C=1C=NC(=CC1)C(F)(F)F)(C)C